C1(=CC=CC=C1)CCCC(=O)OCCOCCO 2-(2-hydroxyethoxy)ethyl 4-phenylbutanoate